FC1=C(C(=O)O)C=CN=C1C(=C)C 3-fluoro-2-(prop-1-en-2-yl)isonicotinic acid